2,2',2''-(10-(pyridin-2-ylmethyl)-1,4,7,10-tetraazacyclododecane-1,4,7-triyl)triacetic acid N1=C(C=CC=C1)CN1CCN(CCN(CCN(CC1)CC(=O)O)CC(=O)O)CC(=O)O